Cl.C1NCC12NC(CC2)=O 2,5-diazaspiro[3.4]octan-6-one hydrochloride salt